BrC(C(=O)OCC)C1=CC=CC=C1 alpha-Ethyl Bromophenylacetate